BrC1=CC=C(C=C1)C(CCC=O)=O 4-(4-bromophenyl)-4-oxo-butyraldehyde